5-((S)-3-(((4-(4-amino-3-(4-phenoxyphenyl)-1H-pyrazolo[3,4-d]pyrimidin-1-yl)cyclohexyl)methyl)amino)piperidin-1-yl)-2-(2,6-dioxopiperidin-3-yl)isoindoline-1,3-dione NC1=C2C(=NC=N1)N(N=C2C2=CC=C(C=C2)OC2=CC=CC=C2)C2CCC(CC2)CN[C@@H]2CN(CCC2)C=2C=C1C(N(C(C1=CC2)=O)C2C(NC(CC2)=O)=O)=O